C1(=CC=CC=C1)C1NC2=CC=C(C=C2CC1)CN1CCOCC1 4-((2-phenyl-1,2,3,4-tetrahydroquinolin-6-yl)methyl)morpholine